CN1C(=C(C=2C1=NC=CN2)C(=O)N2CC(CCC2)COC2=C(C=CC=C2)C)C2=C(C=CC=C2)C 1-[5-methyl-6-(2-methylphenyl)pyrrolo[2,3-b]Pyrazine-7-carbonyl]3-(2-methylphenoxymethyl)piperidine